dihydrospiro[imidazo[1,2-b]pyrazole-3,4'-piperidine]-1'-carboxylate N1(CCC2(CC1)CNC=1N2N=CC1)C(=O)[O-]